N2-isopropyl-N4-(4-methoxybenzyl)quinazoline-2,4-diamine C(C)(C)NC1=NC2=CC=CC=C2C(=N1)NCC1=CC=C(C=C1)OC